BrCC1=CC(OC1)=O 4-(bromomethyl)-2,5-dihydrofuran-2-one